(Z)-N-(2-(diethylamino)ethyl)-2,4-dimethyl-5-((6-(3-(5-methylisoxazol-3-yl)ureido)-2-oxindole-3-ylidene)methyl)-1H-pyrrole-3-carboxamide C(C)N(CCNC(=O)C1=C(NC(=C1C)\C=C\1/C(NC2=CC(=CC=C12)NC(=O)NC1=NOC(=C1)C)=O)C)CC